1,2,3-triazidopropane N(=[N+]=[N-])CC(CN=[N+]=[N-])N=[N+]=[N-]